O(C1=CC=CC=C1)[N-]C(CCCCCCC)O phenoxy-1-Hydroxyoctyl-amide